N-(2-(tert-butyl)-6-(1-phenylethenyl)phenyl)benzamide ethyl-4-((3-chloro-4-(3-aminophenoxy)phenyl)amino)-7-fluoro-1H-indole-2-carboxylate C(C)OC(=O)C=1NC2=C(C=CC(=C2C1)NC1=CC(=C(C=C1)OC1=CC(=CC=C1)N)Cl)F.C(C)(C)(C)C1=C(C(=CC=C1)C(=C)C1=CC=CC=C1)NC(C1=CC=CC=C1)=O